C(C)(C)SC1=CC=CC(=N1)CN1CCC2(CC1)COC1=CC=3C(N(CC3C=C12)C1C(NC(CC1)=O)=O)=O 3-(1'-((6-(isopropylthio)pyridin-2-yl)methyl)-7-oxo-5,7-dihydro-2H,6H-spiro[furo[2,3-f]isoindole-3,4'-piperidin]-6-yl)piperidine-2,6-dione